CC(C(C1CCC(CC1)O)C1CCC(CC1)O)C 2-methyl-1,1-bis(4-hydroxycyclohexyl)propane